ClC=1C=C(C=C(C1CC1=C(C(=C(C=C1)O)C(C)C)F)Cl)CCC(=O)N(C)C 3-(3,5-dichloro-4-(2-fluoro-4-hydroxy-3-isopropylbenzyl)phenyl)-N,N-dimethylpropionamide